C(#N)[C@H](C[C@H]1C(NCC1)=O)NC(=O)C1=C(N(C2=CC=CC(=C12)OC)CCC(C)C)C(=O)N [(1S)-1-cyano-2-[(3S)-2-oxopyrrolidin-3-yl]ethyl]carbamoyl-3-methyl-butyl-4-methoxy-1H-indole-2-carboxamide